N-[(6-{[(3-chlorophenyl)amino]methyl}imidazo[1,2-a]pyridin-2-yl)methyl]-4-oxo-4H-pyrido[1,2-a]pyrimidine-2-carboxamide ClC=1C=C(C=CC1)NCC=1C=CC=2N(C1)C=C(N2)CNC(=O)C=2N=C1N(C(C2)=O)C=CC=C1